BrC=1C=C2C=CC=NC2=C(C1)NC(=O)C1=NC=C(N=C1)NC(C)CCCN(CC)CC N-(6-bromoquinolin-8-yl)-5-((5-(diethylamino)pentan-2-yl)amino)pyrazine-2-carboxamide